methyl 2-chloro-3-(2-cyano-1H-imidazol-5-yl)benzoate ClC1=C(C(=O)OC)C=CC=C1C1=CN=C(N1)C#N